FC1(CCN(CC1)C(=O)C=1C=C2C(=NC1)N(C=C2)C=2C=NC=C(/C(/N)=N/O)C2)F (Z)-5-(5-(4,4-difluoropiperidine-1-carbonyl)-1H-pyrrolo[2,3-b]pyridin-1-yl)-N'-hydroxynicotinimidamide